4-bromo-1-(tert-butyl)-1H-imidazole BrC=1N=CN(C1)C(C)(C)C